C(C)(C)N1N=NC(=C1)C=C1CN(CC(C1=O)=CC=1N=NN(C1)C(C)C)S(=O)(=O)C1=CC(=CC=C1)[N+](=O)[O-] 3,5-bis((1-isopropyl-1H-1,2,3-triazol-4-yl)methylene)-1-((3-nitrophenyl)sulfonyl)piperidin-4-one